(1-methyl-1H-pyrazol-3-yl)(3-(5-(trifluoromethyl)-1,2,4-oxadiazol-3-yl)-6,7-dihydrothieno[3,2-c]pyridin-5(4H)-yl)methanone CN1N=C(C=C1)C(=O)N1CC2=C(CC1)SC=C2C2=NOC(=N2)C(F)(F)F